6-(4-tert-butylpyrazol-1-yl)-N-(6-methoxy-1-methylindazol-7-yl)pyridine-3-sulfonamide C(C)(C)(C)C=1C=NN(C1)C1=CC=C(C=N1)S(=O)(=O)NC=1C(=CC=C2C=NN(C12)C)OC